BrC1=C(C=C2C(=NC(N3C2=C1OCC3CO)=O)N3C[C@H](N(C[C@@H]3C)C(=O)OC(C)(C)C)C)Cl (2R,5S)-tert-butyl 4-(10-bromo-9-chloro-3-(hydroxymethyl)-5-oxo-3,5-dihydro-2H-[1,4]oxazino[2,3,4-ij]quinazolin-7-yl)-2,5-dimethylpiperazine-1-carboxylate